N1C=C(C=C1)/C=C/C1SC2=C(N1C)C=CC=C2 (E)-2-(2-(1H-pyrrol-3-yl)vinyl)-3-methylbenzo[d]thiazole